COC(=O)C1=C(C=C(C(=C1)C(=O)O)C(=O)OC)C(=O)O 2,5-bis(methoxycarbonyl)benzene-1,4-dicarboxylic acid